OC(C=O)C(CCCC(C)C)C hydroxy-3,7-dimethyl-octan-1-al